[Cs+].C([O-])([O-])=O.[Cs+] carbonate cesium salt